ClP(C1=CC=C(C=C1)[Si](CCCC)(CCCC)CCCC)C1=CC=CC2=C1OC1=C2C=CC=C1 chloro(dibenzo[b,d]furan-4-yl)(4-(tributylsilyl)phenyl)phosphane